CN(CCNC(=O)C1=CN2C3=CC=CC=C3SC2=N1)C N-[2-(dimethylamino)ethyl]-7-thia-2,5-diazatricyclo[6.4.0.02,6]dodeca-1(12),3,5,8,10-pentaene-4-carboxamide